C[C@@H]1[C@H]([C@@H]([C@H]1C)C1=CC=CC=C1)C1=CC=CC=C1 1,1'-[(1R,2R,3S,4S)-3,4-dimethylcyclobutane-1,2-diyl]dibenzene